FC(C)(OC1=CC=C(C=C1)C(=O)N1C[C@@]2(CC1)C=C(C(C(C2)(C)C)=O)C#N)F (5S)-2-[4-(1,1-difluoroethoxy)benzene-1-carbonyl]-9,9-dimethyl-8-oxo-2-azaspiro[4.5]dec-6-ene-7-carbonitrile